(rac)-6-chloro-1-methyl-4-[4-(5-methyl-1,3-benzooxazol-2-yl)piperidin-1-yl]-2-oxo-7-[(oxolan-3-yl)methoxy]-1,2-dihydroquinoline-3-carboxamide ClC=1C=C2C(=C(C(N(C2=CC1OC[C@H]1COCC1)C)=O)C(=O)N)N1CCC(CC1)C=1OC2=C(N1)C=C(C=C2)C |r|